C12CN(CC(CC1)O2)C2=C(C=C(C=C2)NC(OCC2=CC=CC=C2)=O)F benzyl 4-(8-oxa-3-aza-bicyclo[3.2.1]oct-3-yl)-3-fluorophenylcarbamate